2,6-dihydroxy-4-pentyl-2'-isopropyl-5'-methyl-1,1'-biphenyl OC1=C(C(=CC(=C1)CCCCC)O)C1=C(C=CC(=C1)C)C(C)C